C(C)OC1=CC=C(C=C1)C1=NN2C(CN(CC2)C(=O)OC(C)(C)C)=C1C1=CC=NC=C1 tert-butyl 2-(4-ethoxyphenyl)-3-(pyridin-4-yl)-6,7-dihydropyrazolo[1,5-a]pyrazine-5(4H)-carboxylate